ethyl 1-(2-(1,8-naphthyridin-2-yl) ethyl)-1H-pyrazole-4-carboxylate N1=C(C=CC2=CC=CN=C12)CCN1N=CC(=C1)C(=O)OCC